l-alanyl-tyrosine N[C@@H](C)C(=O)N[C@@H](CC1=CC=C(C=C1)O)C(=O)O